CC1=NN(C(=C1)C)C=1C=CC(N(N1)C1CCN(CC1)C1=NC=2C(=NC=CC2)N1C)=O 6-(3,5-dimethyl-1H-pyrazol-1-yl)-2-(1-(3-methyl-3H-imidazo[4,5-b]pyridin-2-yl)piperidin-4-yl)pyridazin-3(2H)-one